OCC(C)N1CCC(CC1)NC(OCC1=CC=CC=C1)=O benzyl (1-(1-hydroxypropan-2-yl)piperidin-4-yl)carbamate